CC=1C(=CC2=C(N=C(S2)NCC(CNC2=NC=C(C=N2)SC)C)C1C)C(=O)N dimethyl-2-((2-methyl-3-((5-(methylthio)pyrimidin-2-yl)amino)propyl)amino)benzo[d]thiazole-6-carboxamide